azabenzotriazole titanium uronium hexafluorophosphate F[P-](F)(F)(F)(F)F.[NH2+]=C(O)N.[Ti].N1N=NC2=C1C=CC=N2